Ethyl 1-(4-((2-oxopyridin-1(2H)-yl)methyl)benzyl)-1H-pyrazole-4-carboxylate O=C1N(C=CC=C1)CC1=CC=C(CN2N=CC(=C2)C(=O)OCC)C=C1